(S)-N-(5-(2-(2-aminopyridin-3-yl)-5-chloro-3H-imidazo[4,5-b]pyridin-3-yl)-2,3-dihydro-1H-inden-1-yl)-4-(benzyloxy)-3-(1,3-dioxolan-2-yl)benzamide NC1=NC=CC=C1C1=NC=2C(=NC(=CC2)Cl)N1C=1C=C2CC[C@@H](C2=CC1)NC(C1=CC(=C(C=C1)OCC1=CC=CC=C1)C1OCCO1)=O